Tert-butyl 3-{2-[(benzyloxy)carbonyl]hydrazino}piperidine-1-carboxylate C(C1=CC=CC=C1)OC(=O)NNC1CN(CCC1)C(=O)OC(C)(C)C